2-{4-chloro-6-[(1,3-dioxo-2,3-dihydro-1H-isoindol-2-yl)methyl]pyridin-2-yl}-N-ethyl-5-fluoro-N-(isopropyl)benzamide ClC1=CC(=NC(=C1)CN1C(C2=CC=CC=C2C1=O)=O)C1=C(C(=O)N(C(C)C)CC)C=C(C=C1)F